CC=1C=NN(C1)CC1=CC=C(C=C1)CC1=CC(=NC=C1)C(=O)N 4-({4-[(4-methylpyrazol-1-yl)methyl]phenyl}methyl)pyridine-2-carboxamide